diphenyl-(propyl)sulfonium tetrafluoroborate F[B-](F)(F)F.C1(=CC=CC=C1)[S+](CCC)C1=CC=CC=C1